CC1=NOC(=C1C=1C=CC(=NC1)NC([C@H](C1CCC(CC1)C)NC(=O)C=1C(=NOC1)CC)=O)C N-((S)-2-((5-(3,5-dimethylisoxazol-4-yl)pyridin-2-yl)amino)-1-((1r,4S)-4-methylcyclohexyl)-2-oxoethyl)-3-ethylisoxazol-4-carboxamide